stibium tungsten oxide [W]=O.[Sb]